FC(C1=NN=C(S1)C1=NC(=NC2=C(C=C(C=C12)S(=O)(=O)NC1(CC1)C)N1C[C@H](NCC1)C)C)F (R)-4-(5-(difluoromethyl)-1,3,4-thiadiazol-2-yl)-2-methyl-N-(1-methylcyclopropyl)-8-(3-methylpiperazin-1-yl)quinazoline-6-sulfonamide